(2S)-2-[6-Chloro-2-(8-oxa-3-azabicyclo[3.2.1]octane-3-carbonyl)-1,2,3,4-tetrahydroisoquinolin-8-yl]pyrrolidine ClC=1C=C2CCN(CC2=C(C1)[C@H]1NCCC1)C(=O)N1CC2CCC(C1)O2